N-((S)-(4-(tert-butyl)benzyl)((R)-2'-iodo-6,6'-dimethyl-[1,1'-biphenyl]-2-yl)-λ4-sulfaneylidene)benzamide C(C)(C)(C)C1=CC=C(C[S@](=NC(C2=CC=CC=C2)=O)C2=C(C(=CC=C2)C)C2=C(C=CC=C2C)I)C=C1